ClP1OC2=C(C3=C1C=CC=C3)C=CC=C2 6-chloro-(6H)-dibenzo-(c,e)(1,2)-oxaphosphorine